C(N)(=O)C1=C(C(=CC=2OC(OC21)(F)F)C)C2=C(N(N=C2CN2N=C(N=N2)C2=CC=C(C=C2)C(F)(F)F)C2=NC=CC=C2Cl)C(=O)N (4-carbamoyl-2,2-difluoro-6-methyl-1,3-benzodioxol-5-yl)-2-(3-chloro-2-pyridyl)-5-[[5-[4-(trifluoromethyl)phenyl]tetrazol-2-yl]methyl]pyrazole-3-carboxamide